ethylhexyl-glycerine C(C)C(O)(C(O)CO)CCCCCC